ClC1=CC(=NC=2C=CN=C(C12)C#N)C=1C(=NC=C(C1C)C(F)(F)F)OC1=C(C(=C(C=C1)F)F)C 4-chloro-2-(2-(3,4-difluoro-2-methylphenoxy)-4-methyl-5-(trifluoromethyl)pyridin-3-yl)-1,6-naphthyridine-5-carbonitrile